N1=C(C=CC=C1)CNCC1=CC=C(C=C1)CN(C1CCCC=2C=CC=NC12)CC1=NC2=C(N1)C=CC(=C2)[N+](=O)[O-] N-(2-pyridinylmethyl)-N'-(5-nitro-1H-benzimidazol-2-ylmethyl)-N'-(5,6,7,8-tetrahydro-8-quinolinyl)-1,4-benzenedimethanamine